N1(N=CN=C1)C1CCN(CC1)C=1C=NC(=NC1)C=1C=C(C(=O)N[C@@H](C=2NC3=CC=CC=C3C2)C2=C(C=CC(=C2)F)O)C=C(C1)C (R)-3-(5-(4-(1H-1,2,4-triazol-1-yl)piperidin-1-yl)pyrimidin-2-yl)-N-((5-fluoro-2-hydroxyphenyl)(1H-indol-2-yl)methyl)-5-methylbenzamide